6-phenyl-8-(pyrrolidin-3-yl)quinazoline ethyl-2-(3-((6-cyano-2-((7-methyl-5-(methylsulfonyl)-1H-indol-4-yl)methyl)-2H-indazol-7-yl)oxy)azetidin-1-yl)acetate C(C)OC(CN1CC(C1)OC1=C(C=CC2=CN(N=C12)CC1=C2C=CNC2=C(C=C1S(=O)(=O)C)C)C#N)=O.C1(=CC=CC=C1)C=1C=C2C=NC=NC2=C(C1)C1CNCC1